7-(2-((3-methyl-1-(1-methylpiperidin-4-yl)-1H-pyrazol-4-yl)amino)-5-(trifluoromethyl)pyrimidin-4-yl)-3,4-dihydrothieno[2,3-f][1,4]thiazepin-5(2H)-one 1,1-dioxide CC1=NN(C=C1NC1=NC=C(C(=N1)C1=CC2=C(C(NCCS2(=O)=O)=O)S1)C(F)(F)F)C1CCN(CC1)C